3a-Androstanediol C[C@@]12[C@@H](O)CC[C@H]1[C@@H]1CC[C@H]3C[C@H](O)CC[C@]3(C)[C@H]1CC2